C(C)C1=CC2=C(CCOC23C[C@@H](N(CC3)CC#C)C)S1 (2's)-2-ethyl-2'-methyl-1'-prop-2-ynyl-spiro[6,7-dihydrothieno[3,2-c]pyran-4,4'-piperidine]